1-(2-fluoro-4-nitrophenyl)-4-(4,5-dioxaborolan-2-yl)-1H-pyrazole FC1=C(C=CC(=C1)[N+](=O)[O-])N1N=CC(=C1)C1BOOC1